6'-fluoro-N-(4-fluoro-3-(sulfamoylmethyl)benzyl)-4'-oxo-3',4'-dihydro-1'H-spiro[piperidine-4,2'-quinoline]-1-carboxamide FC=1C=C2C(CC3(NC2=CC1)CCN(CC3)C(=O)NCC3=CC(=C(C=C3)F)CS(N)(=O)=O)=O